4-[(1r,5s,6r)-3-azabicyclo[3.1.0]hex-6-ylmethoxy]-6-(prop-2-yloxy)quinoline-7-carboxamide [C@H]12CNC[C@@H]2C1COC1=CC=NC2=CC(=C(C=C12)OC(C)C)C(=O)N